ClC1=NNC2=NC(=NC(=C21)N[C@H]2CN(CCC2)C(C=C)=O)NC=2C=NN(C2)C(C)C (R)-1-(3-(3-chloro-6-(1-isopropyl-1H-pyrazol-4-ylamino)-1H-pyrazolo[3,4-d]pyrimidin-4-ylamino)piperidin-1-yl)prop-2-en-1-one